NC1=NC=CC2=C1N=C(N=C2)C2=CC(=CC=C2)C#C[C@]2(C(N(CC2)C)=O)O (R)-8-amino-2-(3-((3-hydroxy-1-methyl-2-oxopyrrolidin-3-yl)ethynyl)phenyl)pyrido[3,4-d]Pyrimidin